6-(methyl-(3-((4-methylpiperazin-1-yl)methyl)phenyl)amino)nicotinonitrile CN(C1=NC=C(C#N)C=C1)C1=CC(=CC=C1)CN1CCN(CC1)C